NC1=C(OC(C)OC2=C(C=CC=C2)N)C=CC=C1 bis(o-Aminophenoxy)ethan